N-(4-(6-(4-((6-methoxyl-Pyridin-3-yl)methyl)piperazin-1-yl)pyridin-3-yl)-6-(1-methyl-1H-pyrazol-4-yl)pyrazolo[1,5-a]Pyridin-3-yl)benzamide O(C)C1=CC=C(C=N1)CN1CCN(CC1)C1=CC=C(C=N1)C=1C=2N(C=C(C1)C=1C=NN(C1)C)N=CC2NC(C2=CC=CC=C2)=O